C(C)(C)(C)NC(=O)C1=C(C(=CC(=C1)Cl)C)C=1C(=NN(C1C(=O)N)C1=NC=CC=C1Cl)OC1CS(C1)(=O)=O (2-(tert-butylcarbamoyl)-4-chloro-6-methylphenyl)-1-(3-chloropyridin-2-yl)-3-((1,1-dioxidothietan-3-yl)oxy)-1H-pyrazole-5-carboxamide